(4-Ethyl-3-pyridyl)boronic acid C(C)C1=C(C=NC=C1)B(O)O